1'-(1-methyl-1H-pyrazol-5-yl)spiro[cyclopropane-1,3'-indoline]-2'-one CN1N=CC=C1N1C(C2(C3=CC=CC=C13)CC2)=O